ClC1=C(C=CC(=C1)F)N1N=CC=C1 1-(2-chloro-4-fluoro-phenyl)pyrazole